CN1N=C(C=2CC(CCC12)C(F)(F)F)C(=O)N[C@H]1COC2=C(N(C1=O)C)C=CC=C2 1-methyl-N-[(3S)-5-methyl-4-oxo-2,3-dihydro-1,5-benzoxazepin-3-yl]-5-(trifluoromethyl)-4,5,6,7-tetrahydroindazole-3-carboxamide